C(C1=CC=CC=C1)OC(=O)N[C@@H](C(=O)OC)CNC(C1=CC(=CC(=C1)F)C=1C=NSC1CC)=O (R)-methyl 2-(((benzyloxy)carbonyl)amino)-3-(3-(5-ethylisothiazol-4-yl)-5-fluorobenzamido)propanoate